O=C1N(C(C2=CC=CC=C12)=O)CCCC(C(=O)OCC)(C(=O)OCC)C diethyl 2-[3-(1,3-dioxoisoindolin-2-yl) propyl]-2-methyl-malonate